o-(6-{[4-(2-amino-8-methoxy-4-quinazolinyl)-1H-1,2,3-triazol-1-yl]methyl}-2-pyridinyl)benzoic acid NC1=NC2=C(C=CC=C2C(=N1)C=1N=NN(C1)CC1=CC=CC(=N1)C1=C(C(=O)O)C=CC=C1)OC